COC=1C=C(C=CC1)[Si]([Si](C)(C)C1=CC(=CC=C1)OC)(C)C bis(3-methoxyphenyl)-1,1,2,2-tetramethyldisilane